C(C)(C)(C)C(C(=N)C(C)(C)C)=N di-tert-butylethane-1,2-diimine